BrC1=CC=C(C=N1)C1CC2(CC(C2)(F)F)CCN1C(=O)OC(C)(C)C tert-butyl 6-(6-bromopyridin-3-yl)-2,2-difluoro-7-azaspiro[3.5]nonane-7-carboxylate